CC1(CC1)NC1=C(N)C=C(C=C1[N+](=O)[O-])C1(CC1)C 2-{[(1Z)-2-methylcyclopropan-2-yl]amino}-5-(2-methylcyclopropan-2-yl)-3-nitroaniline